CS(=O)(=O)C1=CC(=NN1)C(=O)N 5-(methylsulfonyl)-1H-pyrazole-3-carboxamide